C(C1=CC=CC=C1)N1CCC(CC1)(O)CN1CCN(CCC1)C(=O)[O-] 4-[(1-benzyl-4-hydroxypiperidin-4-yl) methyl]-1,4-diazacycloheptane-1-carboxylate